9-bromo-7-methoxy-1-methyl-2,3-dihydro-1H-cyclopenta[a]naphthalene BrC1=CC(=CC2=CC=C3C(=C12)C(CC3)C)OC